C1(=CC=CC=C1)[C-]1C=CC2=CC=CC=C12 1-phenylindenide